OCC1CCN(CC1)C1=NC=CC(=C1)C1=CC(=NC=C1)NC(CC=1C=C(C=CC1)C)=O N-(2'-(4-(hydroxymethyl)piperidin-1-yl)-[4,4'-bipyridin]-2-yl)-2-(m-tolyl)acetamide